(2S)-2-Aminoglutarate N[C@H](C(=O)[O-])CCC(=O)[O-]